tert-butyl (2-((4'-((6-isopropyl-2-morpholino-7-oxo-6,7-dihydro-5H-pyrrolo[3,4-d]pyrimidin-4-yl)amino)-[1,1'-biphenyl]-4-yl)oxy)ethyl)carbamate C(C)(C)N1C(C=2N=C(N=C(C2C1)NC1=CC=C(C=C1)C1=CC=C(C=C1)OCCNC(OC(C)(C)C)=O)N1CCOCC1)=O